C(#N)C(CCP(OCCCC)(=O)C)O n-Butyl (3-cyano-3-hydroxypropyl)methylphosphinat